FC(OC1=CC=C(C=C1)C1=CN=C2N1C=CN=C2NC2=CC(=C(C(=O)NC)C=C2)I)F 4-((3-(4-(difluoromethoxy)phenyl)imidazo[1,2-a]pyrazin-8-yl)amino)-2-iodo-N-methylbenzamide